C(CCCCCCC)[Sn](CCCCCCCC)(CCCCCCCC)Cl tri-octyltin monochloride